NC=1SC2=C(N1)C(=CC=C2F)C2=C(C=C1C(=NC(=NC1=C2F)OC[C@]21CCCN1C[C@@H](C2)F)N2C(C(C2)O)C)C(F)(F)F 1-(7-(2-amino-7-fluorobenzo[d]thiazol-4-yl)-8-fluoro-2-(((2R,7aS)-2-fluorotetrahydro-1H-pyrrolizin-7a(5H)-yl)methoxy)-6-(trifluoromethyl)quinazolin-4-yl)-2-methylazetidin-3-ol